FC1=C(C(=CC=C1)F)C=1C=CC(=NC1)CNC1CCOC2=CC=CC=C12 N-((5-(2,6-difluorophenyl)pyridin-2-yl)methyl)chroman-4-amine